tris(4-butoxyphenyl) phosphite P(OC1=CC=C(C=C1)OCCCC)(OC1=CC=C(C=C1)OCCCC)OC1=CC=C(C=C1)OCCCC